O=C1N(CC2=CC(=CC=C12)OCCCCCC(N1CCC(CC1)N1N=CC(=C1)C1=NC2=CC=CC=C2N=C1)=O)C1C(NC(CC1)=O)=O 3-(1-oxo-5-((6-oxo-6-(4-(4-(quinoxalin-2-yl)-1H-pyrazol-1-yl)piperidin-1-yl)hexyl)oxy)isoindolin-2-yl)piperidine-2,6-dione